5-((R)-1-(3,5-dichloropyridin-4-yl)ethoxy)-3-(6-((3-(methylsulfonyl)-3-azabicyclo[3.1.0]hexan-6-yl)oxy)pyridin-3-yl)-1H-indazole ClC=1C=NC=C(C1[C@@H](C)OC=1C=C2C(=NNC2=CC1)C=1C=NC(=CC1)OC1C2CN(CC12)S(=O)(=O)C)Cl